BrC=1C(=CC2=C(N(CC(NS2(=O)=O)CCCC)C2=CC=CC=C2)C1)OC 7-bromo-3-butyl-8-methoxy-5-phenyl-2,3,4,5-tetrahydrobenzo[f][1,2,5]-thiadiazepine 1,1-dioxide